CC1=C(OC(C(=O)OCC)(C)C)C(=CC(=C1)CN1CCN(CC1)C1=NC=C(C=C1)C1=CC=CC=C1)C Ethyl 2-(2,6-dimethyl-4-((4-(5-phenylpyridin-2-yl) piperazin-1-yl) methyl) phenoxy)-2-methylpropionate